2,3,5,6-tetrafluoro-4-(methylsulfonyl)aniline FC1=C(N)C(=C(C(=C1F)S(=O)(=O)C)F)F